CCN=C=NCCC(C)C 1-ethyl-3-(3-dimethylpropyl)carbodiimide